C(C(C)(C)C)(=O)ON(C=O)CCCC N-pivaloyloxy-N-butyl-formamide